7-[5-(aminomethyl)pyridin-3-yl]-N-[(2,4-dimethoxyphenyl)methyl]-5-(1-methyl-1H-pyrazol-3-yl)-7H-pyrrolo[2,3-d]pyrimidin-4-amine NCC=1C=C(C=NC1)N1C=C(C2=C1N=CN=C2NCC2=C(C=C(C=C2)OC)OC)C2=NN(C=C2)C